1-[[3-(4-chlorophenyl)-4-pyridyl]methyl]-3-[(3S)-4,4-difluorotetrahydrofuran-3-yl]-1-methyl-urea ClC1=CC=C(C=C1)C=1C=NC=CC1CN(C(=O)N[C@H]1COCC1(F)F)C